N-(6-fluoro-8-methyl-1-isoquinolyl)-6-(5-methyl-1,3,4-thiadiazol-2-yl)-N-[(3R)-3-piperidyl]pyridine-3-carboxamide isopropyl-2-propylmalonate C(C)(C)OC(C(C(=O)O)CCC)=O.FC=1C=C2C=CN=C(C2=C(C1)C)N(C(=O)C=1C=NC(=CC1)C=1SC(=NN1)C)[C@H]1CNCCC1